(S)-4-(3-fluoro-2-(1-methyl-3-(trifluoromethyl)-1H-pyrazol-4-yl)phenyl)-3-methyl-4,5,6,7-tetrahydrothieno[2,3-c]pyridine-2-carbonitrile FC=1C(=C(C=CC1)[C@H]1C2=C(CNC1)SC(=C2C)C#N)C=2C(=NN(C2)C)C(F)(F)F